4-(1-(azetidin-3-yl)-5-(2,6-dimethylphenoxy)-2-oxo-1,2-dihydropyridin-4-yl)-2-(1-isopropyl-5-methyl-1H-pyrazol-4-yl)-6-methyl-1,6-dihydro-7H-pyrrolo[2,3-c]pyridin-7-one N1CC(C1)N1C(C=C(C(=C1)OC1=C(C=CC=C1C)C)C=1C2=C(C(N(C1)C)=O)NC(=C2)C=2C=NN(C2C)C(C)C)=O